FC=1C(=C(C=CC1OC)S(=O)(=O)N(C)C)C=O 3-fluoro-2-formyl-4-methoxy-N,N-dimethylbenzenesulfonamide